COC1=CC=C2CC(C=3C(=NOC3C2=C1)C(=O)N)C 8-methoxy-4-methyl-4,5-dihydronaphtho[2,1-d]isoxazole-3-carboxamide